1-Methyl-4-propylpyridinium methanesulfonate CS(=O)(=O)[O-].C[N+]1=CC=C(C=C1)CCC